(1s,2s)-2-methoxycarbonyl-cyclopropanecarboxylic acid COC(=O)[C@@H]1[C@H](C1)C(=O)O